P(=O)(OCC)(OCC)OCCC#N diethyl (cyanoethyl) phosphate